3α-hydroxy-7β-(propanesulfonamido)-5β-cholanoate O[C@H]1C[C@H]2C[C@@H]([C@H]3[C@@H]4CC[C@H]([C@@H](CCC(=O)[O-])C)[C@]4(CC[C@@H]3[C@]2(CC1)C)C)NS(=O)(=O)CCC